(R)-2-((2-amino-8-methylquinazolin-4-yl)amino)pentan-1-ol NC1=NC2=C(C=CC=C2C(=N1)N[C@@H](CO)CCC)C